caproyl-thiosemicarbazide C(CCCCC)(=O)NNC(=S)N